N-(4-((5-(benzyloxy)-3-fluoro-2-(o-tolyl)-1H-indol-1-yl)methyl)phenethyl)-2-fluoroethane-1-amine C(C1=CC=CC=C1)OC=1C=C2C(=C(N(C2=CC1)CC1=CC=C(CCNCCF)C=C1)C1=C(C=CC=C1)C)F